Cl.C[C@@H]1N(C2=CC=CC=C2[C@@H](C1)NC1=CC=C(C=C1)C(=O)C1=CN=C2N1CCNC2)C(CC)=O 1-((2s,4r)-2-methyl-4-((4-(5,6,7,8-tetrahydroimidazo[1,2-a]pyrazine-3-carbonyl)phenyl)amino)-3,4-dihydroquinolin-1(2H)-yl)propan-1-one hydrochloride